Ammonium oleat C(CCCCCCC\C=C/CCCCCCCC)(=O)[O-].[NH4+]